acryloyloxyoctyl dihydroGenphosphate P(=O)(O)(O)OCCCCCCCCOC(C=C)=O